NCC1=CC=C(C=C1)CSC1=C(C(=NN1)C1CC(N1C(C(C)(C)C)=O)=O)C 4-[5-({[4-(Aminomethyl)phenyl]methyl}sulfanyl)-4-methyl-1H-pyrazol-3-yl]-1-(2,2-dimethylpropanoyl)azetidin-2-on